[Si](C)(C)(C(C)(C)C)OCC=1N=NC(=CC1NC1=CC(=NC=N1)NC(=O)C1CC(C1)N1CCC(CC1)C(=O)OC(C)(C)C)C1=C(C=CC(=C1)Cl)F tert-butyl 1-[3-({6-[(3-{[(tert-butyldimethylsilyl)oxy]methyl}-6-(5-chloro-2-fluorophenyl)pyridazin-4-yl)amino]pyrimidin-4-yl}carbamoyl)cyclobutyl]piperidine-4-carboxylate